BrC1=NN(C2=CC(=C(C=C12)C=CCl)Cl)C1OCCCC1 Bromo-6-chloro-5-(2-chlorovinyl)-1-(tetrahydro-2H-pyran-2-yl)-1H-indazole